C(#N)C=1C=NN2C1C(=CC(=C2)C2=CC=C(C=C2)N2CCN(CC2)C(=O)OC(C)(C)C)C=2C=NC(=CC2)F tert-butyl 4-[4-[3-cyano-4-(6-fluoro-3-pyridyl) pyrazolo[1,5-a]pyridin-6-yl]phenyl]piperazine-1-carboxylate